CC(C)(SC(C(=O)C1=CC=CC=C1)C(C)C1=CC=CC=C1)SC(C(=O)C1=CC=CC=C1)C(C)C1=CC=CC=C1 3'-(propane-2,2-diylbis(sulfanediyl))bis(1,3-diphenylbutan-1-one)